OC12C(C=3C=CSC3N=C2N(CC1)C1=CC=NC=C1)=O 9-hydroxy-12-(pyridin-4-yl)-4-thia-2,12-diazatricyclo[7.3.0.03,7]dodeca-1,3(7),5-trien-8-one